FC(OC1=C(C=CC=C1F)NC1=C(NC2=C1C(NCC2)=O)C2=C(C=NC=C2)OC[C@H]2N(CCC2)C(C=C)=O)F 3-{[2-(difluoromethoxy)-3-fluorophenyl]amino}-2-(3-{[(2S)-1-(prop-2-enoyl)pyrrolidin-2-yl]methoxy}pyridin-4-yl)-1H,5H,6H,7H-pyrrolo[3,2-c]pyridin-4-one